N-tris(Hydroxy-methyl)methyl-4-aminobutanesulfonic acid OCC(NCCCCS(=O)(=O)O)(CO)CO